9,10-bis[4-chloromethylphenyl]anthracene ClCC1=CC=C(C=C1)C=1C2=CC=CC=C2C(=C2C=CC=CC12)C1=CC=C(C=C1)CCl